CC=C(C(=O)OC(C(O)CO)CCC)C propyl-glycerol methyl-methacrylate